FC(C1=CC=C(C=N1)C1CCC(CC1)N1CCC2(CSC2)CC1)(F)F 7-((1r,4r)-4-(6-(trifluoromethyl)pyridin-3-yl)cyclohexyl)-2-thia-7-azaspiro[3.5]nonane